C(#N)C=1C=C(C=NC1N(CCO)CC)C=1C(=CC(=C(C(=O)NC2CC2)C1)F)C 5-(5-cyano-6-(ethyl(2-hydroxyethyl)amino)pyridin-3-yl)-N-cyclopropyl-2-fluoro-4-methylbenzamide